trioctadecyl-(2-ethoxyethoxy)silane C(CCCCCCCCCCCCCCCCC)[Si](OCCOCC)(CCCCCCCCCCCCCCCCCC)CCCCCCCCCCCCCCCCCC